2-hydroxy-1-{4-[4-(2-hydroxy-2-methyl-propionyl)-benzyl]-phenyl}-2-methyl-propane OC(CC1=CC=C(C=C1)CC1=CC=C(C=C1)C(C(C)(C)O)=O)(C)C